tert-Butyl 4-(7-bromo-6-chloro-2,8-difluoroquinazolin-4-yl)piperazine-1-carboxylate BrC1=C(C=C2C(=NC(=NC2=C1F)F)N1CCN(CC1)C(=O)OC(C)(C)C)Cl